N-[2-amino-5-(2-thienyl)phenyl]-6-(cyclopropylsulfonyl)pyridine-3-carboxamide NC1=C(C=C(C=C1)C=1SC=CC1)NC(=O)C=1C=NC(=CC1)S(=O)(=O)C1CC1